(S)-ethyl 4-(1-(3-(3-chloro-4-cyanophenyl)-1H-pyrazol-1-yl)propan-2-ylcarbamoyl)thiazole-2-carboxylate ClC=1C=C(C=CC1C#N)C1=NN(C=C1)C[C@H](C)NC(=O)C=1N=C(SC1)C(=O)OCC